BrC[C@@H]1CN(CCO1)C(=O)OC(C)(C)C tert-butyl (2S)-2-(bromomethyl)-4-morpholinecarboxylate